2-Fluoro-4-nitro-N1-(prop-2-yn-1-yl)-N1-(4-(trifluoromethyl)benzyl)benzene-1,3-diamine FC1=C(C=CC(=C1N)[N+](=O)[O-])N(CC1=CC=C(C=C1)C(F)(F)F)CC#C